C(C)(=O)O.C1(CCCCC1)C(=O)O cyclohexanoic acid acetate